C1(CC1)C1=NC=NC(=C1C=1N=CC2=C(N(C(OC2(C)C)=O)CC2=CC=C(C=C2)N2N=C(C=C2C)C(F)(F)F)N1)OC(F)F 7-(4-cyclopropyl-6-difluoromethoxypyrimidin-5-yl)-4,4-dimethyl-1-(4-(5-methyl-3-(trifluoromethyl)-1H-pyrazol-1-yl)benzyl)-1,4-dihydro-2H-pyrimido[4,5-d][1,3]oxazin-2-one